ClC=1C=C2C=C(NC2=CC1OCCC=1C=NC=CC1)CNC(=O)C1(CC1)C N-((5-chloro-6-(2-(pyridin-3-yl)ethoxy)-1H-indol-2-yl)methyl)-1-methylcyclopropane-1-carboxamide